[Au](Cl)(Cl)Cl.P phosphane gold chloride